FC(C(O)O)(CC)F 2,2-difluorobutanediol